(R)-1-(2-((6-(3-(2-ethoxyphenoxy)piperidin-1-yl)pyrazin-2-yl)amino)pyrimidin-4-yl)piperidine-4-carboxylic acid ethyl ester C(C)OC(=O)C1CCN(CC1)C1=NC(=NC=C1)NC1=NC(=CN=C1)N1C[C@@H](CCC1)OC1=C(C=CC=C1)OCC